3-methyl-1-(oxan-2-yl)pyrazolo[3,4-b]pyridin-5-ol CC1=NN(C2=NC=C(C=C21)O)C2OCCCC2